3-((6-(difluoromethyl)-5-fluoro-1,2,3,4-tetrahydroisoquinolin-8-yl)oxy)-5-(4-methyl-7H-pyrrolo[2,3-d]pyrimidin-7-yl)cyclopentane-1,2-diol FC(C=1C(=C2CCNCC2=C(C1)OC1C(C(C(C1)N1C=CC2=C1N=CN=C2C)O)O)F)F